(S)-2-(Benzofuran-2-carboxamido)-N1-(1-(2-(2-adamantylamino)-2-oxoethyl)-2-oxo-1,2-dihydropyridin-3-yl)-5-oxo-N6-phenylhexandiamid O1C(=CC2=C1C=CC=C2)C(=O)N[C@H](C(=O)NC=2C(N(C=CC2)CC(=O)NC2C1CC3CC(CC2C3)C1)=O)CCC(C(=O)NC1=CC=CC=C1)=O